3,6-dioxaheptanoic acid (1R,3R,4S)-3-menthyl ester [C@@H]1(C[C@H]([C@@H](CC1)C(C)C)OC(COCCOC)=O)C